3-((3-(phenylthio)phenethyl)amino)propan-1-ol C1(=CC=CC=C1)SC=1C=C(CCNCCCO)C=CC1